(1S,2R,3R,5R)-3-{1,6-diazaspiro[3.4]octan-1-ylmethyl}-5-[4-(methylamino)pyrrolo[2,3-d]pyrimidin-7-yl]cyclopentane-1,2-diol N1(CCC12CNCC2)C[C@@H]2[C@H]([C@H]([C@@H](C2)N2C=CC1=C2N=CN=C1NC)O)O